4-bromo-N-[2-(dimethylamino)ethyl]-2-fluoro-N-methylaniline BrC1=CC(=C(N(C)CCN(C)C)C=C1)F